3,3-dimethyl-1-butanal CC(CC=O)(C)C